ClC(C(=O)N1[C@@H](COC2=C1C=CC=C2)C)Cl |r| (RS)-4-dichloroacetyl-3,4-dihydro-3-methyl-2H-1,4-benzoxazine